2-(4-((3-(Hydroxymethyl)piperidin-1-yl)methyl)-6-(trifluoromethyl)pyridin-2-yl)-6-(3-((4-methyl-4H-1,2,4-triazol-3-yl)methyl)oxetan-3-yl)isoindolin-1-one OCC1CN(CCC1)CC1=CC(=NC(=C1)C(F)(F)F)N1C(C2=CC(=CC=C2C1)C1(COC1)CC1=NN=CN1C)=O